Ethyl bromoformate BrC(=O)OCC